BrC=1C=NC=C(C1)OC1=CC=C(C=C1)F 3-bromo-5-(4-fluorophenoxy)pyridine